diphenyl-N'-(1-naphthyl)-1,1'-biphenyl-4,4'-diamine C1(=CC=CC=C1)C=1C(=C(C=CC1N)C1=CC=C(C=C1)NC1=CC=CC2=CC=CC=C12)C1=CC=CC=C1